R-chloro-nitrosourea ClN(C(=O)N)N=O